ClC=1C=C2C(=CN1)NC=C2C=O 5-CHLORO-1H-PYRROLO[2,3-C]PYRIDINE-3-CARBALDEHYDE